(R)-N-(1-(5-(trifluoromethyl)pyridin-2-yl)ethyl)cyclopropanamine hydrochloride Cl.FC(C=1C=CC(=NC1)[C@@H](C)NC1CC1)(F)F